N-(6-(4-cyano-3-(methylamino)phenyl)-1-(3-fluorophenyl)-1H-pyrazolo[3,4-d]pyrimidin-4-yl)-5-nitrothiophene-2-carboxamide C(#N)C1=C(C=C(C=C1)C1=NC(=C2C(=N1)N(N=C2)C2=CC(=CC=C2)F)NC(=O)C=2SC(=CC2)[N+](=O)[O-])NC